NCCOCCOCCOCCNC(CC[C@@H](C(=O)OC)NC(C1=CC=C(C=C1)N(C)CC=1N=C2C(=NC(=NC2=NC1)N)N)=O)=O Methyl (S)-1-amino-16-(4-(((2,4-diaminopteridin-6-yl)methyl)(methyl)amino)benzamido)-13-oxo-3,6,9-trioxa-12-azaheptadecan-17-oate